O[C@]1(C[C@@H](N(C1)C(=O)OC(C)(C)C)C(=O)OC)C(Cl)(Cl)Cl 1-(t-butyl) 2-methyl (2R,4S)-4-hydroxy-4-(trichloromethyl)pyrrolidine-1,2-dicarboxylate